CS(=O)(=O)C Di-methylsulfon